tert-butyl N-[(3R)-8-fluoro-5-[(6-isopropoxy-2-pyridyl)methyl]-1,1,4-trioxo-7-(5-oxo-4H-1,2,4-oxadiazol-3-yl)-2,3-dihydro-1λ6,5-benzothiazepin-3-yl]carbamate FC1=CC2=C(N(C([C@H](CS2(=O)=O)NC(OC(C)(C)C)=O)=O)CC2=NC(=CC=C2)OC(C)C)C=C1C1=NOC(N1)=O